4-(4-(benzofuran-3-yl)furan-2-yl)-2-methyl-4-oxobutanoic acid O1C=C(C2=C1C=CC=C2)C=2C=C(OC2)C(CC(C(=O)O)C)=O